2-(tert-butoxycarbonyl)-6-(1-hydroxy-2-nitroethyl)-1,2,3,4-tetrahydroisoquinoline-7-carboxylic acid C(C)(C)(C)OC(=O)N1CC2=CC(=C(C=C2CC1)C(C[N+](=O)[O-])O)C(=O)O